C(=O)(O)C(CC1(C2=CC(=CC=C2C=2C=CC(=CC12)C1=CC=CC=C1)C1=CC=CC=C1)CC(C)C(=O)O)C 9,9-bis(2-carboxypropyl)-2,7-diphenylfluorene